3'-methyl-3'H-spiro[cyclohexane-1,1'-isobenzofuran]-4-one CC1OC2(C3=CC=CC=C13)CCC(CC2)=O